[N+](=O)([O-])C=1C=C(C#N)C=CC1NC1=CC=CC=C1 3-Nitro-4-(phenylamino)benzonitrile